methylthiazol CC1=NC=CS1